ClC1=C(CC2(NC3=CC=CC=C3N=C2NC=2C=C3N=CC=NC3=CC2)N)C=CC=C1 2-(2-chlorobenzyl)-N3-(quinoxalin-6-yl)quinoxaline-2,3-diamine